C1(=CC=CC=C1)OCCCNN Phenyloxypropylhydrazine